Heptan-5-one CCCCC(CC)=O